ClC1=CC=C(C=C1)C=1C(=CC=C(C1)[N+](=O)[O-])C(=O)Cl 4'-Chloro-5-nitro-[1,1'-biphenyl]-2-carbonyl chloride